ClC1=C(CN2CCN(CC2)C(CCC=2C(=NN(C2C)C=2C=CC=3N(N2)C(=NN3)C)C)=O)C=C(C=C1)Cl 1-(4-(2,5-dichlorobenzyl)piperazin-1-yl)-3-(3,5-dimethyl-1-(3-methyl-[1,2,4]triazolo[4,3-b]pyridazin-6-yl)-1H-pyrazol-4-yl)propan-1-one